(3-{3-[(tert-butyldimethylsilyl)oxy]-2,2-dimethylpropyl}-1-ethyl-2-{2-[(1S)-1-methoxyethyl]pyridin-3-yl}indol-5-yl)boranediol [Si](C)(C)(C(C)(C)C)OCC(CC1=C(N(C2=CC=C(C=C12)B(O)O)CC)C=1C(=NC=CC1)[C@H](C)OC)(C)C